1-(2,2,2-trifluoroethyl)-1H-imidazol-4-amine hydrochloride Cl.FC(CN1C=NC(=C1)N)(F)F